CS(=O)(=O)C1CN(C1)C(=O)O[C@@H]1CC[C@H](CC1)C(N(CC12CCC(CC1)(CC2)C2=CC(=C(C=C2)OC)C)C2=NC=CC(=C2)C=2N=C(OC2)C(C)(C)C)=O 4-((4-(2-(tert-Butyl)oxazol-4-yl)pyridin-2-yl)((4-(4-methoxy-3-methylphenyl)bicyclo[2.2.2]octan-1-yl)methyl)carbamoyl)(trans-cyclohexyl) 3-(methylsulfonyl)azetidine-1-carboxylate